(3,3-dimethylcyclohexyl)ethanol CC1(CC(CCC1)C(C)O)C